C(C)(C)(C)OC(=O)N1CCC2(CC(C2)CC=2C=NC(=CC2)C2=C3CCNC3=CC=C2)CC1.C1CCC2=CC(=CC=C12)NC1CCC(CC1)CC(=O)N 2-(4-((2,3-dihydro-1H-inden-5-yl)amino)cyclohexyl)acetamide tert-butyl-2-{[6-(2,3-dihydro-1H-indol-4-yl)pyridin-3-yl]methyl}-7-azaspiro[3.5]nonane-7-carboxylate